ClC1=C(C=C(C(=C1Cl)F)NC(=O)C=1N(C(=CC1)CCCC1=CC=CC=C1)C(C)C)CC(=O)O [2,3-dichloro-4-fluoro-5-({[1-isopropyl-5-(3-phenylpropyl)-1H-pyrrole-2-yl]carbonyl}amino)phenyl]acetic acid